dithiolene nickel [Ni].S1SC=CC1